(1R,2S,3R,5R)-3-[4-amino-5-(4-benzyl-1,3-thiazol-2-yl)-2-chloropyrrolo[2,3-d]pyrimidin-7-yl]-5-(1-methylpiperidin-4-yl)cyclopentane-1,2-diol NC=1C2=C(N=C(N1)Cl)N(C=C2C=2SC=C(N2)CC2=CC=CC=C2)[C@H]2[C@@H]([C@@H]([C@H](C2)C2CCN(CC2)C)O)O